1-(oxolan-3-yl)-5-(4,4,5,5-tetramethyl-1,3,2-dioxaborolan-2-yl)-1,2-dihydropyridin-2-one O1CC(CC1)N1C(C=CC(=C1)B1OC(C(O1)(C)C)(C)C)=O